tert-butyl 3-(4-(methoxycarbonyl)-2-nitrophenoxy)-3-methylazetidine-1-carboxylate COC(=O)C1=CC(=C(OC2(CN(C2)C(=O)OC(C)(C)C)C)C=C1)[N+](=O)[O-]